O1C=2N(CC1)N=CC2 2,3-dihydro-pyrazolo[5,1-b]oxazole